2-(3-(5-(azidomethyl)-6-oxo-1,6-dihydropyridin-3-yl)-4,4-difluoropiperidin-1-yl)-N-(5-(4-fluorophenoxy)pyridin-2-yl)propionamide N(=[N+]=[N-])CC1=CC(=CNC1=O)C1CN(CCC1(F)F)C(C(=O)NC1=NC=C(C=C1)OC1=CC=C(C=C1)F)C